1,4-diaminophenazine NC1=CC=C(C2=NC3=CC=CC=C3N=C12)N